N-(1-(cyclopentylmethyl)-1H-pyrazol-4-yl)-5-(furan-2-yl)isoxazole-3-carboxamide C1(CCCC1)CN1N=CC(=C1)NC(=O)C1=NOC(=C1)C=1OC=CC1